N1CCCOC=2C(NC=3C=CC=CC3C21)=O tetrahydro-[1,4]oxazepino[2,3-c]quinolin-6(7H)-one